C(N)(=O)CN1CCN(CCN(CCN(CC1)CC(N)=O)CC(N)=O)CC(N)=O 1,4,7,10-tetra(carbamoylmethyl)-1,4,7,10-tetraazacyclododecane